3-(1,4-Bis((4-methoxyphenyl)sulfonamido)naphthalen-2-yl)-N-isopropylpropanamide COC1=CC=C(C=C1)S(=O)(=O)NC1=C(C=C(C2=CC=CC=C12)NS(=O)(=O)C1=CC=C(C=C1)OC)CCC(=O)NC(C)C